C1(CC1)OC=1C=NC=CC1B1OC(C(O1)(C)C)(C)C 3-cyclopropoxy-4-(4,4,5,5-tetramethyl-1,3,2-dioxaborol-2-yl)pyridine